BrC1=C(C=C(C=C1OC)[C@@H](COCCCl)O)OC (1S)-1-(4-bromo-3,5-dimethoxyphenyl)-2-(2-chloroethoxy)ethan-1-ol